CC1(OC2=C(C1)C=CC(=C2)C(C)N2CCN(CC2)C(=O)OC(C)(C)C)C tert-butyl 4-(1-(2,2-dimethyl-2,3-dihydrobenzofuran-6-yl)ethyl)piperazine-1-carboxylate